tert-butyl (3R)-3-(hydroxymethyl)-5-[(3S)-3-methylmorpholin-4-yl]-3,4-dihydro-1H-isoquinoline-2-carboxylate OC[C@@H]1N(CC2=CC=CC(=C2C1)N1[C@H](COCC1)C)C(=O)OC(C)(C)C